ClC1=NC(=C2C(=N1)N(N=C2)[C@@H]2O[C@@H]([C@@H]1[C@H]2OC(O1)(C)C)CO)NOC(C)C ((3aR,4R,6R,6aR)-6-(6-chloro-4-(isopropoxyamino)-1H-pyrazolo[3,4-d]pyrimidin-1-yl)-2,2-dimethyltetrahydrofuro[3,4-d][1,3]dioxol-4-yl)methanol